[Si](C)(C)(C(C)(C)C)O[C@H]1C[C@@H](O[C@]1(C#C)CO[Si](C)(C)C(C)(C)C)N1C=CC2=C1N=C(N=C2NC(OCCCCCCCCCC)=O)Cl decyl (7-((2R,4S,5R)-4-((tert-butyldimethylsilyl)oxy)-5-(((tert-butyldimethylsilyl)oxy)methyl)-5-ethynyltetrahydrofuran-2-yl)-2-chloro-7H-pyrrolo[2,3-d]pyrimidin-4-yl)carbamate